CCCCCCCC/C=C\\CCCCCCCC(=O)N[C@H](C(=O)[O-])O The molecule is an N-acyl-(2S)-hydroxyglycinate that is the conjugate base of N-(9Z-octadecenoyl)-(2S)-hydroxyglycine, obtained by deprotonation of the carboxy group; major species at pH 7.3. It is a conjugate base of a N-(9Z-octadecenoyl)-(2S)-hydroxyglycine.